5-[[(1R)-1-[3-(1,1-difluoro-2-hydroxy-2-methyl-propyl)-2-methyl-phenyl]ethyl]amino]-3-ethyl-3-methoxy-1,8-dimethyl-pyrrolo[2,3-g]phthalazin-2-one FC(C(C)(C)O)(F)C=1C(=C(C=CC1)[C@@H](C)NC1=NN=C(C=2C=C3C(=CC12)C(C(N3C)=O)(OC)CC)C)C